r-4-hydroxy-N-[(1S)-1-[4-(4-methyl-1,3-thiazol-5-yl)phenyl]ethyl]pyrrolidine-2-carboxamide OC1C[C@@H](NC1)C(=O)N[C@@H](C)C1=CC=C(C=C1)C1=C(N=CS1)C